COCC(=O)N1CCN(CC1)CC1=CC(=NC=C1)NC=1SC2=NC(=CC=C2N1)C1=CC=NC=C1 2-methoxy-1-(4-((2-((5-(pyridin-4-yl)thiazolo[5,4-b]pyridin-2-yl)amino)-pyridin-4-yl)methyl)-piperazin-1-yl)ethanone